C(C)(C)C1=C(C(=O)NCC2=CC=C(C=C2)B(O)O)C=CC=C1 [4-[[(2-Isopropylbenzoyl)amino]methyl]phenyl]boronic acid